4-(1-(2,3-dimethylphenyl)vinyl)-1H-imidazol-1-ol CC1=C(C=CC=C1C)C(=C)C=1N=CN(C1)O